1-(azetidin-3-yl)-4-fluoro-1H-pyrazole hydrochloride Cl.N1CC(C1)N1N=CC(=C1)F